FC=1C(=NC=CC1CN1CC(CCC1)(C1=CC=CC=C1)F)C=1C=C2CN(C(C2=CC1)=O)C1C(NC(CC1)=O)=O 3-(5-(3-fluoro-4-((3-fluoro-3-phenylpiperidin-1-yl)methyl)pyridin-2-yl)-1-oxoisoindolin-2-yl)piperidine-2,6-dione